6-((1-(Cyclopropylsulfonyl)cyclopropyl)methyl)-1-(2-hydroxypropyl)-7-oxo-4,5,6,7-tetrahydro-1H-pyrazolo[3,4-c]pyridine-3-carboxylic acid C1(CC1)S(=O)(=O)C1(CC1)CN1C(C2=C(CC1)C(=NN2CC(C)O)C(=O)O)=O